CC(C)N1N=CC(=C1C(F)(F)F)NC(OC(C)(C)C)=O tert-butyl N-[1-(propan-2-yl)-5-(trifluoromethyl)-1H-pyrazol-4-yl]carbamate